OCC(C)N1C[C@@H](CCC1)NC=1C2=C(C(=NN1)C1=C(C=C(C=C1)C(F)(F)F)O)CCC2 2-(4-(((3R)-1-(1-hydroxypropan-2-yl)piperidin-3-yl)amino)-6,7-dihydro-5H-cyclopenta[d]pyridazine-1-yl)-5-(trifluoromethyl)phenol